1-(benzenesulfonyl)-6-(difluoromethyl)indole-3-sulfonyl chloride C1(=CC=CC=C1)S(=O)(=O)N1C=C(C2=CC=C(C=C12)C(F)F)S(=O)(=O)Cl